NC/C=C(/CO)\C (E)-4-amino-1-hydroxy-2-methyl-2-butene